[Na+].[Na+].[Na+].COC=1C=C(C=2C=CC3=C(C=C(C=4C=CC1C2C43)S(=O)(=O)[O-])S(=O)(=O)[O-])S(=O)(=O)[O-] 8-methoxypyrene-1,3,6-trisulfonic acid trisodium salt